4-(3,3,3-trifluoropropenyl)phenyl sulfate S(=O)(=O)(OC1=CC=C(C=C1)C=CC(F)(F)F)[O-]